OC1=C(C=C(C=COC(C(=O)OC)(C)C)C=C1)OC methyl 2-((4-hydroxy-3-methoxystyryl) oxy)-2-methylpropionate